3-(2-((2-(2-methoxyphenyl)pyrimidin-4-yl)methoxy)phenyl)-3-methylbutanoic acid COC1=C(C=CC=C1)C1=NC=CC(=N1)COC1=C(C=CC=C1)C(CC(=O)O)(C)C